Methyl 6'-(((1S,3S)-3-((5-chloropyrazin-2-yl)amino)cyclopentyl)amino)-2-oxo-2H-[1,3'-bipyridine]-5-carboxylate ClC=1N=CC(=NC1)N[C@@H]1C[C@H](CC1)NC1=CC=C(C=N1)N1C(C=CC(=C1)C(=O)OC)=O